OCP(OC)(OC)[O-] Dimethyl hydroxymethylphosphite